C(C)(C)(C)[Si](C1=CC=CC=C1)(C1=CC=CC=C1)OC1CC2(C(OC(O2)C2=CC=CC=C2)CC1)C cis-tert-butyl-((3a-methyl-2-phenylhexahydrobenzo[d][1,3]dioxol-5-yl)oxy)diphenylsilane